FC(OC=1C=C2C=C(NC2=CC1OCC=1N=CSC1)CNC(=O)C1(CC1)C)F N-({5-difluoromethoxy-6-[(1,3-thiazol-4-yl)methoxy]-2-indolyl}methyl)1-methylcyclopropanecarboxamide